C1=NC=C(C2=CC=CC=C12)N1C(N(C[C@@H]1C#N)C1CC(C1)C)=O (R)-3-(isoquinolin-4-yl)-1-((1r,3R)-3-methylcyclobutyl)-2-oxoimidazolidine-4-carbonitrile